(2-(tert-Butyl)-1H-benzo[d]imidazol-1-yl)(4-(tert-butyl)phenyl)methanone C(C)(C)(C)C1=NC2=C(N1C(=O)C1=CC=C(C=C1)C(C)(C)C)C=CC=C2